tri(2,6-dimethylphenyl)phosphorus CC1=C(C(=CC=C1)C)P(C1=C(C=CC=C1C)C)C1=C(C=CC=C1C)C